4-iodo-1',3',5'-triphenyl-1'H-1,4'-bipyrazole IC=1C=NN(C1)C=1C(=NN(C1C1=CC=CC=C1)C1=CC=CC=C1)C1=CC=CC=C1